CN(C)CC1(CNCC1)CCCC (3-((dimethylamino)methyl)pyrrolidin-3-yl)butan